Cl.FC=1C=C(C=C(C1)F)C=1CCNCC1 4-(3,5-difluoro-phenyl)-1,2,3,6-tetrahydro-pyridine hydrochloride